(2-((2-((4-(2-amino-7-azaspiro[3.5]nonan-7-yl)-3-chlorophenyl)amino)-5-chloropyrimidin-4-yl)amino)phenyl)dimethylphosphine oxide hydrochloric acid salt Cl.NC1CC2(C1)CCN(CC2)C2=C(C=C(C=C2)NC2=NC=C(C(=N2)NC2=C(C=CC=C2)P(C)(C)=O)Cl)Cl